2,6-dichloro-pyridin-4-ylamine ClC1=NC(=CC(=C1)N)Cl